CN1C(NC2=C1C=C(C=C2)C2C(CN(CC2)C(=O)OC(C)(C)C)=O)=O Tert-butyl 4-(3-methyl-2-oxo-1H-benzimidazol-5-yl)-3-oxo-piperidine-1-carboxylate